N=1C=C(N2C1C=NC=C2)C2=C1CNC(C1=C(C=C2)NC2=CC=C1C(=N2)CN(C12CCOCC2)C)=O 4-(imidazo[1,2-a]pyrazin-3-yl)-7-((6'-methyl-2,3,5,6,6',7'-hexahydrospiro[pyran-4,5'-pyrrolo[3,4-b]pyridin]-2'-yl)amino)isoindolin-1-one